(2S,4r)-1-[(2S)-2-[4-(4-amino-3-chloro-phenyl)triazol-1-yl]-3,3-dimethyl-butyryl]-4-hydroxy-N-methyl-pyrrolidine-2-carboxamide NC1=C(C=C(C=C1)C=1N=NN(C1)[C@H](C(=O)N1[C@@H](C[C@H](C1)O)C(=O)NC)C(C)(C)C)Cl